NCCNC1=NC=C(C(=N1)NC1=CC(=CC=C1)Br)C(=O)N 2-(2-Aminoethylamino)-4-(3-bromoanilino)pyrimidine-5-carboxamide